(S)-1-(3-(4-amino-3-((6-fluoro-1-(methyl-d3)-1H-benzo[d]imidazol-5-yl)ethynyl)-7-(thiazol-2-yl)-1H-pyrazolo[4,3-c]pyridin-1-yl)pyrrolidin-1-yl)prop-2-en-1-one NC1=NC=C(C2=C1C(=NN2[C@@H]2CN(CC2)C(C=C)=O)C#CC2=CC1=C(N(C=N1)C([2H])([2H])[2H])C=C2F)C=2SC=CN2